CN(CCCCCCNC(=O)C=1N=NC(=CC1)[76Br])C N-(6-(dimethylamino)hexyl)-6-[76Br]bromopyridazine-3-carboxamide